FC(C)(F)C1=CC(=NC=C1)N1N=CC(=C1)S(=O)(=O)NC=1C(=CC=C2C=NN(C12)C([2H])([2H])[2H])OC 1-[4-(1,1-difluoroethyl)pyridin-2-yl]-N-[6-methoxy-1-(2H3)methylindazol-7-yl]pyrazole-4-sulfonamide